3-(hydroxymethyl)-5-nitrophenol OCC=1C=C(C=C(C1)[N+](=O)[O-])O